BrC=1C=CC=2C3=C4C(C=CC=C4OC2C1)=CC=C3 9-bromobenzo[kl]xanthene